N-[(1R,3S)-3-{[2-(trifluoromethyl)quinolin-4-yl]amino}cyclohexyl]pyrazolo[1,5-a]pyridine-2-carboxamide FC(C1=NC2=CC=CC=C2C(=C1)N[C@@H]1C[C@@H](CCC1)NC(=O)C1=NN2C(C=CC=C2)=C1)(F)F